CC1=C(C=NC(=C1)N1[C@@H](C=2N(CC1)C(=NN2)C(F)(F)F)C)CNC=2C=1C=CN=C(C1C=CC2)N |o1:8| (R*)-N5-((4-methyl-6-(8-methyl-3-(trifluoromethyl)-5,6-dihydro-[1,2,4]triazolo[4,3-a]pyrazin-7(8H)-yl)pyridin-3-yl)methyl)isoquinoline-1,5-diamine